CC1(C(N(C(N1CC1=CC(=NC=C1)NC1CC(OCC1)C)=O)C1=CC=C(C=C1)C1(CC1)C(F)(F)F)=O)C 5,5-dimethyl-1-((2-((2-methyltetrahydro-2H-pyran-4-yl)amino)pyridin-4-yl)methyl)-3-(4-(1-(trifluoromethyl)cyclopropyl)phenyl)imidazolidine-2,4-dione